tert-butyl-5-(1-carbamoyl-6,7,8,9-tetrahydro-5H-pyrido[3,4-b]indol-4-yl)-3,6-dihydro-2H-pyridine-1-carboxylate C(C)(C)(C)OC(=O)N1CCC=C(C1)C1=CN=C(C=2NC=3CCCCC3C21)C(N)=O